N(O)=C1CC=NC=C1 4-Hydroximinopyridine